NC1CCN(CC1)C1=C(C(=NC=C1C1=CC(=CC(=C1)C)F)N)C=1NC2=C(C(=NC=C2)C=NO)N1 4-(4-aminopiperidin-1-yl)-5-(3-fluoro-5-methylphenyl)-3-{4-[(hydroxyimino)methyl]-1H-imidazo[4,5-c]pyridin-2-yl}pyridin-2-amine